[Cr].[In].[Ag] silver indium chromium